(1-methyl-2-(((1R,3R)-2,2,3-trimethylcyclopentyl)methyl)-cyclopropyl)methanol CC1(C(C1)C[C@@H]1C([C@@H](CC1)C)(C)C)CO